6-[4-[5-fluoro-2-(4-methyltriazol-1-yl)-3-pyridyl]-1-piperidyl]-2-azaspiro[3.4]octane FC=1C=C(C(=NC1)N1N=NC(=C1)C)C1CCN(CC1)C1CC2(CNC2)CC1